2-[4-[6-[2-(5-chloro-2-fluoro-phenyl)-1H-pyrrolo[3,2-b]pyridin-3-yl]-3-quinolyl]pyrazol-1-yl]-N-methyl-ethanamine ClC=1C=CC(=C(C1)C1=C(C2=NC=CC=C2N1)C=1C=C2C=C(C=NC2=CC1)C=1C=NN(C1)CCNC)F